C(C(=C)C)(=O)OC=1C(=CC=CC1)C=1C(=CC=CC1)OC(C(=C)C)=O biphenol dimethacrylate